6-bromo-2-methoxynicotinic acid BrC1=NC(=C(C(=O)O)C=C1)OC